C1(=CC=CC=C1)C1NOCC1 3-phenylisoxazolidine